OC1=C(C=C(C=C1C)C(C)(CCC)C1=CC(=C(C(=C1)C)O)C)C 2,2-bis(4-hydroxy-3,5-dimethylphenyl)pentane